7-(benzofuran-5-yl)-2,4-dimethyl-N-((6-methyl-4-(methylthio)-2-oxo-1,2-dihydropyridin-3-yl)methyl)-2-(piperidin-4-yl)benzo[d][1,3]dioxol O1C=CC2=C1C=CC(=C2)C2=CC=C(C1=C2OC(O1)(C1CCN(CC1)CC=1C(NC(=CC1SC)C)=O)C)C